1,3-dioxolane tosylate S(=O)(=O)(O)C1=CC=C(C)C=C1.O1COCC1